C(C)C1(COC1)CI 3-ethyl-3-(iodomethyl)oxetane